trans-N-(8-amino-6-(2-oxooxazolidin-3-yl)isoquinolin-3-yl)-2-cyanocyclopropane-1-carboxamide NC=1C=C(C=C2C=C(N=CC12)NC(=O)[C@H]1[C@@H](C1)C#N)N1C(OCC1)=O